E-3-{3'-[(2-Chloroacetylamino)-methyl]-4'-hydroxy-5'-(adamantan-1-yl)biphenyl-4-yl}-acrylic acid ClCC(=O)NCC=1C=C(C=C(C1O)C12CC3CC(CC(C1)C3)C2)C2=CC=C(C=C2)/C=C/C(=O)O